4-(4-((2-(4-((3-((1H-pyrazol-4-yl)oxy)-5-(trifluoromethoxy)benzyl)amino)butoxy)ethyl)amino)-1H-indazol-6-yl)-1H-pyrazole-5-carbonitrile N1N=CC(=C1)OC=1C=C(CNCCCCOCCNC2=C3C=NNC3=CC(=C2)C=2C=NNC2C#N)C=C(C1)OC(F)(F)F